CN(C=1C=CC=C2CNC(C12)=O)C 7-(dimethylamino)isoindolin-1-one